3,4-bis(dicyclohexylphosphino)-2-phenylthiophene C1(CCCCC1)P(C1=C(SC=C1P(C1CCCCC1)C1CCCCC1)C1=CC=CC=C1)C1CCCCC1